C1(=CC=CC=C1)C1=CC=C(C=C1)[Mg]Br 4-phenylphenyl-magnesium bromide